C[C@@H]1N(C[C@H](NC1)C)C(=O)OC(C)(C)C (2s,5r)-tert-butyl 2,5-dimethylpiperazine-1-carboxylate